7-[2-(1-methylisoquinolin-6-yl)-4-[4-(trifluoromethyl)phenyl]-1,3-oxazol-5-yl]-7,8-dihydro-1,7-naphthyridin-8-one CC1=NC=CC2=CC(=CC=C12)C=1OC(=C(N1)C1=CC=C(C=C1)C(F)(F)F)N1C=CC=2C=CC=NC2C1=O